N-((3s,5s,7s)-adamantan-1-yl)-4-(3-(pyridin-4-ylmethyl)ureido)benzenesulfonamide C12(CC3CC(CC(C1)C3)C2)NS(=O)(=O)C2=CC=C(C=C2)NC(=O)NCC2=CC=NC=C2